2-[2-fluoro-6-[(3R)-3-fluoropyrrolidin-1-yl]-3-pyridinyl]-5-(3-pyridinyl)-6,7-dihydrothiazolo[5,4-c]pyridin-4-one FC1=NC(=CC=C1C=1SC=2C(N(CCC2N1)C=1C=NC=CC1)=O)N1C[C@@H](CC1)F